3-(bicyclo[4.2.0]oct-1(6),2,4-trien-3-yl)-N-methylcyclobutan-1-amine, trifluoroacetate salt FC(C(=O)O)(F)F.C1=2C=C(C=CC2CC1)C1CC(C1)NC